2-(acetoxymethyl)norbornene C(C)(=O)OCC=1C2CCC(C1)C2